CC=1C=C2C(=CN(C2=C(C1)[N+](=O)[O-])COCC[Si](C)(C)C)C#N 5-methyl-7-nitro-1-((2-(trimethylsilyl)ethoxy)methyl)indole-3-carbonitrile